CC1(OC2=CC(=C3C(=C2C2=C1C=CC(=C2)C)OC(OC3=O)CC(C)=O)CCCCC)C 8,8,11-Trimethyl-2-(2-oxopropyl)-5-pentyl-4H,8H-benzo[c][1,3]dioxino[4,5-f]chromen-4-on